methyl 5-chloro-1-((2-(4-methoxyphenyl) pyrimidin-5-yl) methyl)-1H-indazole-7-carboxylate ClC=1C=C2C=NN(C2=C(C1)C(=O)OC)CC=1C=NC(=NC1)C1=CC=C(C=C1)OC